C(#N)[C@H](CC1=CC=C(C=C1)C=1C=CC2=C(N(C(O2)=O)C)C1)NC(=O)[C@H]1OC[C@](CNC1)(C)O |o1:27| (2S,6R*)-N-((S)-1-cyano-2-(4-(3-methyl-2-oxo-2,3-dihydrobenzo[d]oxazol-5-yl)phenyl)ethyl)-6-hydroxy-6-methyl-1,4-oxazepane-2-carboxamide